4,4'-(propane-2,2-diyl)bis(cyclohexane-1,2-dicarboxylic acid) CC(C)(C1CC(C(CC1)C(=O)O)C(=O)O)C1CC(C(CC1)C(=O)O)C(=O)O